((((6,6-Dimethylbicyclo[3.1.1]hept-2-yl)methyl)amino)methyl)-N-hydroxybenzamide CC1(C2CCC(C1C2)CNCC2=C(C(=O)NO)C=CC=C2)C